3-[(1S,3R)-3-[[4-(oxetan-3-yloxy)-5-(trifluoromethyl)pyrimidin-2-yl]amino]cyclohexyl]-[1,2,4]triazolo[4,3-a]pyridine-7-carbonitrile O1CC(C1)OC1=NC(=NC=C1C(F)(F)F)N[C@H]1C[C@H](CCC1)C1=NN=C2N1C=CC(=C2)C#N